3-cyano-4-fluorophenylboronic acid pinacol ester C(#N)C=1C=C(C=CC1F)B1OC(C)(C)C(C)(C)O1